(4-methoxybenzyl)-1H-pyrazole-4-carboxylate hydrochloride Cl.COC1=CC=C(CN2N=CC(=C2)C(=O)O)C=C1